C(C=C)(=O)N1C[C@@H](OC[C@H]1CO)C=1C(=NC(=CC1)Cl)C1=CC(=NC=C1)C(=O)NC ((2S,5R)-4-acryloyl-5-(hydroxymethyl)morpholin-2-yl)-6-chloro-N-methyl-[2,4'-bipyridine]-2'-carboxamide